4-(3'-ethoxy-2'-fluoro-[1,1'-biphenyl]-4-yl)-N-(pyridin-3-yl)butanamide C(C)OC=1C(=C(C=CC1)C1=CC=C(C=C1)CCCC(=O)NC=1C=NC=CC1)F